N1C=C(C=CC=C1)N azepin-3-amine